C(C)N1C(C=CC2=C1N=C(N=C2)N[C@@H](C)C2=CC=C(C=C2)C2(CCOCC2)N2CCN(CC2)C(=O)OC2=CC=CC=C2)=O Phenyl 4-[4-(4-{(1S)-1-[(8-ethyl-7-oxo-7,8-dihydropyrido[2,3-d]pyrimidin-2-yl)amino]ethyl}phenyl)tetrahydro-2H-pyran-4-yl]piperazine-1-carboxylate